Cl.Cl.N(=NC(C(=N)N1CCCC1)(C)C)C(C(N1CCCC1)=N)(C)C azobis(1-imino-1-pyrrolidino-2-methylpropane) dihydrochloride